NC1=C(N=C(S1)C1=CC(=CC=C1)C#C[C@]1(C(N([C@@H]2C[C@H]12)C)=O)O)C(=O)N 5-amino-2-(3-(((1R,4R,5S)-4-hydroxy-2-methyl-3-oxo-2-azabicyclo[3.1.0]hexan-4-yl)ethynyl)phenyl)thiazole-4-carboxamide